O=C1NC(CCC1C1=CC=C(C=C1)N1C[C@@H](CC1)C(=O)N)=O (3R)-1-(4-(2,6-dioxopiperidin-3-yl)phenyl)pyrrolidine-3-carboxamide